2-[2-fluoro-3-(6-{4-[(1R,4R)-2-oxa-5-azabicyclo[2.2.1]heptane-5-carbonyl]phenyl}furo[3,2-d]pyrimidin-4-yl)phenyl]propan-2-ol FC1=C(C=CC=C1C=1C2=C(N=CN1)C=C(O2)C2=CC=C(C=C2)C(=O)N2[C@H]1CO[C@@H](C2)C1)C(C)(C)O